CN1C(=NC2=C1C=C(C=C2)C=2OC1=C(C=C(C=C1C(C2)=O)C)C(C)NC2=C(C(=O)O)C=CC=C2)C 2-((1-(2-(1,2-dimethyl-1H-benzo[d]imidazol-6-yl)-6-methyl-4-oxo-4H-chromen-8-yl)ethyl)amino)benzoic acid